(E)-11,13-tetradecadienal C(CCCCCCCCC\C=C\C=C)=O